NCCCN(C(CCCCC(=O)OCC(CCCCCCCC)CCCCCC)=O)CCCCCCCCCCCCCCCC 2-hexyldecyl 6-((3-aminopropyl)(hexadecyl)amino)-6-oxohexanoate